CNC1=CC2=CC=CC=C2C=C1 Methyl-2-naphthylamine